ethylene-bis(4-methyl-6-tert-butylphenol) C(CC1=C(C(=CC(=C1)C)C(C)(C)C)O)C1=C(C(=CC(=C1)C)C(C)(C)C)O